The molecule is the 2-aminoethyl glycoside of an amino decasaccharide made of two alpha-L-Rhap-(1->2)-alpha-L-Rhap-(1->3)-[alpha-D-Glcp-(1->4)]-alpha-L-Rhap-(1->3)-beta-D-GlcpNAc repeating units of the Shigella flexneri serotype 2a specific polysaccharide linked (1->2) and with the rhamnose residue four residues from the reducing end acetylated on O-3. C[C@H]1[C@@H]([C@H]([C@H]([C@@H](O1)O[C@@H]2[C@@H]([C@H]([C@@H](O[C@H]2O[C@H]3[C@H]([C@@H](O[C@H]([C@@H]3O[C@@H]4[C@@H]([C@H]([C@@H]([C@H](O4)CO)O)O)O)C)O[C@@H]5[C@H]([C@@H](O[C@@H]([C@H]5O)CO)O[C@@H]6[C@@H]([C@H]([C@@H](O[C@H]6O[C@@H]7[C@@H]([C@H]([C@@H](O[C@H]7O[C@H]8[C@H]([C@@H](O[C@H]([C@@H]8O[C@@H]9[C@@H]([C@H]([C@@H]([C@H](O9)CO)O)O)O)C)O[C@@H]1[C@H]([C@@H](O[C@@H]([C@H]1O)CO)OCCN)NC(=O)C)O)C)O)O)C)O)OC(=O)C)NC(=O)C)O)C)O)O)O)O)O